C(C)(C)(C)OC(NC1=CC=C(C=C1)C1=NN2N=CN=C(C2=C1C1=CC(=C(C=C1)OC1=NC=CC(=N1)C)OC)N)=O tert-butyl(4-(4-amino-5-(3-methoxy-4-((4-methylpyrimidin-2-yl)oxy)phenyl)pyrazolo[5,1-f][1,2,4]triazin-6-yl)phenyl)carbamate